C(C)OC(CCC1C(NCCN1)C1=CC=C(C(=O)OC)C=C1)=O methyl 4-(3-(3-ethoxy-3-oxopropyl)piperazin-2-yl)benzoate